BrC1=CC(=C(C=C1)NC=1N(C(C=C2CCNC(C12)=O)=O)C)F 8-((4-bromo-2-fluorophenyl)amino)-7-methyl-3,4-dihydro-2,7-naphthyridine-1,6(2H,7H)-dione